BrCC1=CC=C(OCC2=CC(=CC=C2)F)C=C1 1-((4-(bromomethyl)phenoxy)methyl)-3-fluorobenzene